N-(4-Amino-1H-pyrazolo[4,3-c]pyridin-7-yl)-2-oxo-2-[rac-(2S)-2-[3-[ethyl(methyl)amino]phenyl]-1-piperidyl]acetamide NC1=NC=C(C2=C1C=NN2)NC(C(N2[C@@H](CCCC2)C2=CC(=CC=C2)N(C)CC)=O)=O |r|